6,6'-{(9-benzyl-1,5,9-triazacyclododecane-1,5-diyl)bis[methylene(2-hydroxy-5-methyl-3,1-phenylene)methyleneazanediyl]}di(hexane-1,2,3,4,5-pentol) C(C1=CC=CC=C1)N1CCCN(CCCN(CCC1)CC=1C(=C(C=C(C1)C)CNCC(C(C(C(CO)O)O)O)O)O)CC=1C(=C(C=C(C1)C)CNCC(C(C(C(CO)O)O)O)O)O